isopropyl (2R,3R)-5-((E)-3-ethoxy-3-oxoprop-1-en-1-yl)-2-(4-hydroxyphenyl)-2,3-dihydrobenzofuran-3-carboxylate C(C)OC(/C=C/C=1C=CC2=C([C@H]([C@@H](O2)C2=CC=C(C=C2)O)C(=O)OC(C)C)C1)=O